(3-hydroxypropyl)trimethyl-ammonium chloride [Cl-].OCCC[N+](C)(C)C